2-((1S,3r)-3-(4-fluoro-2-(1-((S)-2-(oxazol-2-yl)-5-oxa-2-azaspiro[3.4]oct-7-yl)piperidin-4-yl)phenoxy)cyclobutyl)propan-2-ol pyrazolo[3,4-b]pyridine-1-carboxylate N1(N=CC=2C1=NC=CC2)C(=O)OC(C)(C)C2CC(C2)OC2=C(C=C(C=C2)F)C2CCN(CC2)[C@@H]2COC1(CN(C1)C=1OC=CN1)C2